BrC1=CC=C(CC2=C(C#N)C=CC(=C2)I)C=C1 2-(4-bromobenzyl)-4-iodo-benzonitrile